N-isopropyl-1-((R)-1-(p-tolyl)ethyl)-1H-benzo[d]imidazole-5-carboxamide C(C)(C)NC(=O)C1=CC2=C(N(C=N2)[C@H](C)C2=CC=C(C=C2)C)C=C1